ClC1=NC=C(C(=N1)N(CC12COC(CC1)(CC2)C=2N(C=C(N2)C(F)(F)F)C)C)OC 2-chloro-5-methoxy-N-methyl-N-((1-(1-methyl-4-(trifluoromethyl)-1H-imidazol-2-yl)-2-oxabicyclo[2.2.2]oct-4-yl)methyl)pyrimidin-4-amine